N-(4-(2-(((1r,4r)-4-aminocyclohexyl)amino)-8-ethylquinazolin-6-yl)-3-methylphenyl)-2-chloro-N-methylbenzene-sulfonamide NC1CCC(CC1)NC1=NC2=C(C=C(C=C2C=N1)C1=C(C=C(C=C1)N(S(=O)(=O)C1=C(C=CC=C1)Cl)C)C)CC